[N+](=O)([O-])C1=CC(=CC=C1)CC(F)(F)F 1-nitro-3-(2,2,2-trifluoroethyl)benzene